C1(CC1)COC=1C=C(C=NC1)C(=O)NC1=C(C=CC(=C1)C(N[C@H](CO)CCOC(F)(F)F)=O)CC 5-(Cyclopropylmethoxy)-N-(2-ethyl-5-{[(2S)-1-hydroxy-4-(trifluoromethoxy)butan-2-yl]carbamoyl}phenyl)pyridine-3-carboxamide